CC=1C(=CC2=C(N=C3C(N(C(N=C3N2C)=O)CC(=O)O)=O)C1)C 4,10-dihydro-7,8,10-trimethyl-2,4-dioxobenzo[g]pteridine-3(2H)-acetic acid